C(C1=CC=CC=C1)OC1=C(C(=CC(=C1C)O)O)C(=O)N1CC2=CC=NC=C2CC1 (2-benzyloxy-4,6-dihydroxy-3-methyl-phenyl)-(3,4-dihydro-1H-2,6-naphthyridin-2-yl)methanone